CNCC1C(CCC1)(O)C1=CC=C(C=C1)C 2-((methylamino)methyl)-1-(4-methylphenyl)cyclopentane-1-ol